2-benzyl-4-(cyclopropylmethyl)-6-phenyl-1,2,4-triazine-3,5(2H,4H)-dione C(C1=CC=CC=C1)N1N=C(C(N(C1=O)CC1CC1)=O)C1=CC=CC=C1